2-chloro-4-(prop-2-ylamino)pyrimidine-5-carbaldehyde ClC1=NC=C(C(=N1)NC(C)C)C=O